6-fluoro-3-[(4S)-4-[[6-oxo-5-(trifluoromethyl)-1H-pyridazin-4-yl]amino]hexyl]-7-[5-(trifluoromethyl)pyrimidin-2-yl]quinazolin-4-one FC=1C=C2C(N(C=NC2=CC1C1=NC=C(C=N1)C(F)(F)F)CCC[C@H](CC)NC=1C=NNC(C1C(F)(F)F)=O)=O